CC(C(=O)ON1C(CCC1=O)=O)C (2,5-dioxopyrrolidin-1-yl) 2-methylpropionate